C1(CC1)C1=NN(C=C1C(F)(F)F)CC1CC(C1)C(F)F 3-cyclopropyl-1-((3-(difluoromethyl)cyclobutyl)methyl)-4-(trifluoromethyl)-1H-pyrazole